tert-butyl (S)-6-allyl-6-benzyl-4-(4-methoxybenzoyl)-5-oxo-1,4-diazepane-1-carboxylate C(C=C)[C@]1(C(N(CCN(C1)C(=O)OC(C)(C)C)C(C1=CC=C(C=C1)OC)=O)=O)CC1=CC=CC=C1